24-(1-hydroxypropyl)-5alpha-cholane OC(CC)CCC[C@@H](C)[C@H]1CC[C@H]2[C@@H]3CC[C@H]4CCCC[C@]4(C)[C@H]3CC[C@]12C